ClC1=C(C(=O)OC)C=C(C(=C1)NC1=CC(=CC=C1)OC(F)F)[N+](=O)[O-] methyl 2-chloro-4-((3-(difluoromethoxy) phenyl) amino)-5-nitrobenzoate